(-)-2-((5-(2-(1-Amino-3-methylbutan-2-yl)-2,6-diazaspiro[3.4]oct-6-yl)-1,2,4-triazin-6-yl)oxy)-N-ethyl-5-fluoro-N-isopropylbenzamide NCC(C(C)C)N1CC2(C1)CN(CC2)C=2N=CN=NC2OC2=C(C(=O)N(C(C)C)CC)C=C(C=C2)F